cis-N-methyl-5-(5-((6-oxo-6,8,9,10-tetrahydro-5H-pyrano[2,3-c][1,5]naphthyridin-3-yl)methyl)-2,5-diazabicyclo[4.2.0]octan-2-yl)picolinamide CNC(C1=NC=C(C=C1)N1[C@@H]2CC[C@@H]2N(CC1)CC1=CN=C2C3=C(C(NC2=C1)=O)OCCC3)=O